(1r,4r)-4-(3-Chloroanilino)-2'-(3-phenoxyphenyl)-6'-[(propan-2-yl)oxy]-2',3'-dihydrospiro[cyclohexane-1,1'-indene]-4-carboxylic acid ClC=1C=C(NC2(CCC3(C(CC4=CC=C(C=C34)OC(C)C)C3=CC(=CC=C3)OC3=CC=CC=C3)CC2)C(=O)O)C=CC1